CC1=NC2=CC3=C(C=C2C(=N1)N[C@H](C)C=1C=C(C=CC1)C(CO)(F)F)O[C@H](COCCO3)C 2-(3-((R)-1-(((S)-2,7-dimethyl-7,8,10,11-tetrahydro-[1,4,7]trioxonino[2,3-g]quinazolin-4-yl)amino)ethyl)phenyl)-2,2-difluoroethan-1-ol